FC1=NC(=C(C(=C1F)C(C(C)=O)C(C)=O)F)C(F)(F)F 3-(2,3,5-trifluoro-6-(trifluoromethyl)pyridin-4-yl)pentane-2,4-dione